5-(6-{6-[(3S,5R)-3,5-dimethylpiperazin-1-yl]pyridazin-3-yl}-5-hydroxypyridin-3-yl)-2-methyl-2H-indazole-7-carbonitrile C[C@H]1CN(C[C@H](N1)C)C1=CC=C(N=N1)C1=C(C=C(C=N1)C1=CC2=CN(N=C2C(=C1)C#N)C)O